NC1=NC=C(C2=C1N=C(N=C2)C=2C=C(C=CC2)C#C[C@]2(C(N(CC2)C)=O)O)Cl (R)-3-((3-(8-amino-5-chloropyrido[3,4-d]pyrimidin-2-yl)phenyl)ethynyl)-3-hydroxy-1-methylpyrrolidin-2-one